3,5-dibromo-4-hydroxypyridine BrC=1C=NC=C(C1O)Br